FC1=C(C=CC(=N1)C(=O)NC)N1CCN(CC1)CC=1C=C2C=3N([C@@H](C(NC3C1F)=O)C)C(=C2)C (R)-6-fluoro-5-(4-((9-fluoro-3,5-dimethyl-2-oxo-2,3-dihydro-1H-pyrrolo[1,2,3-de]quinoxalin-8-yl)methyl)piperazine-1-yl)-N-methylpicolinamide